FC1=C(C(=CC=C1)C)N1CCC(CC1)NC(C)C1=NN(C=C1[N+](=O)[O-])C [1-(2-Fluoro-6-methyl-phenyl)-piperidin-4-yl]-[1-(1-methyl-4-nitro-1H-pyrazol-3-yl)-ethyl]-amine